3-formyl-L-phenylalanine C(=O)C=1C=C(C[C@H](N)C(=O)O)C=CC1